3-{[Dimethyl(phenyl)silyl]methyl}-5-phenyl-N-(quinolin-8-yl)pentanamide C[Si](C1=CC=CC=C1)(C)CC(CC(=O)NC=1C=CC=C2C=CC=NC12)CCC1=CC=CC=C1